C(C)(C)(C)C1=CC=C(CN2C=CC3=C(C=CC(=C23)C(=O)NC2CC3(CCC3)C2)C#N)C=C1 (Ra)-6-(1-(4-(tert-Butyl)benzyl)-4-cyano-1H-indol-7-carboxamido)spiro[3.3]heptan